(R)-4-chloro-6-(3-(5-(3-hydroxy-1-methyl-2-oxopyrrolidin-3-yl)isoxazol-3-yl)phenyl)pyridineamide ClC1=CC(=NC(=C1)C1=CC(=CC=C1)C1=NOC(=C1)[C@]1(C(N(CC1)C)=O)O)C(=O)N